NC1=C(SC2=NC(=CN=C21)C)C(=O)NC2CC=1C=CC(=NC1CC2)N2CC(C(C2)OC(C)C(C)OC)N 7-amino-N-(2-{3-amino-4-[(3-methoxybutan-2-yl)oxy]pyrrolidin-1-yl}-5,6,7,8-tetrahydroquinolin-6-yl)-3-methylthieno[2,3-b]pyrazine-6-carboxamide